C1(=C(C=CC=C1)N(C1=CC=2C(C3=CC=CC=C3C2C=C1)(C)C)C=1C=C(C=C(C1)C1=CC(=CC(=C1)C(C)(C)C)C(C)(C)C)C(C)(C)C)C1=CC=CC=C1 N-(1,1'-biphenyl-2-yl)-N-[(3,3',5'-tri-tert-butyl)-1,1'-biphenyl-5-yl]-9,9-dimethyl-9H-fluoren-2-amine